C1(O)=CC(O)=CC(O)=C1 Phloroglucinole